C(C)(C)(C)N1N=C(C(=C1NC(CC(C)(C)C)=O)C)C1CC(C1)(F)F N-(1-(tert-butyl)-3-(3,3-difluorocyclobutyl)-4-methyl-1H-pyrazol-5-yl)-3,3-dimethylbutanamide